C(CCCCCCC)OCCCCN1C=[N+](C=C1)CCCCOCCCCCCCC 1,3-bis(4-octyloxybutyl)imidazolium